C(\C=C\C)(=O)O.C(C(=C)C)(=O)OC1(CCCCC1)C methylcyclohexyl methacrylate crotonate